CN1C(=CC=C1)C(=O)NC1CCC(CC1)NC1=CC=CC=2N1C=C(N2)C(F)(F)F 1-methyl-N-[(1s,4s)-4-{[2-(trifluoromethyl)imidazo[1,2-a]pyridin-5-yl]amino}cyclohexyl]-1H-pyrrole-2-carboxamide